C(C)(C)(C)OC(=O)N1C2(CC2)C[C@H](CC1)C1=CN2C(=NC(=CC2=O)OS(=O)(=O)C2=CC=C(C)C=C2)S1 (7S)-7-[5-oxo-7-(p-toluenesulfonyloxy)thiazolo[3,2-a]pyrimidin-2-yl]-4-azaspiro[2.5]octane-4-carboxylic acid tert-butyl ester